1H-imidazo[4,5-b]pyridine-7-amine N1C=NC2=NC=CC(=C21)N